2-(2-hydroxypropan-2-yl)cyclopropane-1-carbohydrazide OC(C)(C)C1C(C1)C(=O)NN